tert-butyl (S,E)-1-(4-(2-(2-methyl-[1,1'-biphenyl]-3-yl)vinyl)-2-(pyridin-3-ylmethoxy)-5-(trifluoromethyl)benzyl)piperidine-2-carboxylate CC1=C(C=CC=C1/C=C/C1=CC(=C(CN2[C@@H](CCCC2)C(=O)OC(C)(C)C)C=C1C(F)(F)F)OCC=1C=NC=CC1)C1=CC=CC=C1